(5S)-8-chloro-1-[trans-4-(pyridin-2-yloxy)cyclohexyl]-5-(pyrrolidin-1-yl)-5,6-dihydro-4H-[1,2,4]triazolo[4,3-a][1]benzazepine ClC=1C=CC2=C(C[C@@H](CC=3N2C(=NN3)[C@@H]3CC[C@H](CC3)OC3=NC=CC=C3)N3CCCC3)C1